C(C)(C)OC(=O)N1C(CN(C(C1)C1=CC=C(C=C1)F)C(C(F)(F)F)=O)C.FC1=CC=C(C=C1)C1NCC(N(C1)C(=O)OC(C)C)C isopropyl 5-(4-fluorophenyl)-2-methylpiperazine-1-carboxylate iso-Propyl-5-(4-fluorophenyl)-2-methyl-4-(2,2,2-trifluoroacetyl)piperazine-1-carboxylate